(3-{2-tert-butyl-5-[2-({[(1r,4r)-4-formylcyclohexyl]methyl}amino)pyrimidin-4-yl]-1,3-thiazol-4-yl}-2-fluorophenyl)propane-1-sulfonamide C(C)(C)(C)C=1SC(=C(N1)C=1C(=C(C=CC1)C(CC)S(=O)(=O)N)F)C1=NC(=NC=C1)NCC1CCC(CC1)C=O